C(C1=CC=CC=C1)C=1SC(=C(N1)C)C(=O)N1C[C@H]([C@@H](CC1)C(=O)N1CCC(CC1)(O)CN1C=NC2=C(C1=O)N=CC=C2)C2=CC=CC=C2 3-[[1-[(3R,4R)-1-(2-benzyl-4-methyl-thiazole-5-carbonyl)-3-phenyl-piperidine-4-carbonyl]-4-hydroxy-4-piperidinyl]methyl]pyrido[3,2-d]pyrimidin-4-one